5-(4-((3-ethoxyazetidin-1-yl)methyl)phenyl)-3-(6-methoxypyridin-3-yl)-1-tosyl-1H-pyrrolo[2,3-b]pyridine C(C)OC1CN(C1)CC1=CC=C(C=C1)C=1C=C2C(=NC1)N(C=C2C=2C=NC(=CC2)OC)S(=O)(=O)C2=CC=C(C)C=C2